C1(CCCC1)OC1=NC=C(C=C1NS(=O)(=O)C1=C(C=C(C=C1)F)F)C=1C=C2C(=NC=NC2=CC1)N1CCN(CC1)C(\C=C\C(C)=O)=O (E)-N-(2-(cyclopentyloxy)-5-(4-(4-(4-oxopent-2-enoyl)piperazin-1-yl)quinazolin-6-yl)pyridin-3-yl)-2,4-difluorobenzenesulfonamide